2-(4,5-dichloro-2-fluoro-phenyl)-4,4,5,5-tetramethyl-1,3,2-dioxaborolane ClC1=CC(=C(C=C1Cl)B1OC(C(O1)(C)C)(C)C)F